OCCC1=CC=NC=C1 4-(2-hydroxyethyl)pyridine